3-((1s,3s)-3-methyl-1-(4-(methyl-d3)-4H-1,2,4-triazol-3-yl)cyclobutyl)aniline CC1CC(C1)(C1=NN=CN1C([2H])([2H])[2H])C=1C=C(N)C=CC1